ClC=1C(=CC(=C(C(=O)N2CCC(CC2)=O)C1)O)O (5-chloro-2,4-dihydroxybenzoyl)piperidin-4-one